OCC[N+](C)(C)C.C(CCC\C=C/C\C=C/C\C=C/C\C=C/CCCCC)(=O)OC[C@@H](OC(CCC\C=C/C\C=C/C\C=C/C\C=C/CCCCC)=O)COP(=O)(O)O 1,2-di-arachidonoyl-sn-glycero-3-phosphate choline